FC1=C2C=C(NC2=CC=C1F)C(=O)N1CC2C3CN(C4(CCN3NC2CC1)CC4)CCO 4'-(4,5-difluoro-1H-indole-2-carbonyl)-13'-(2-hydroxyethyl)-4',8',9',13'-tetraazaspiro[cyclopropane-1,12'-tricyclo[7.5.0.02,7]tetradecane]